ClC1=CC(=C(C=C1)C1=NC(=NC2=NC(=C(N=C12)C)C)C1CC(OCC1)C=1C=NN(C1)C1CC1)F 4-(4-chloro-2-fluorophenyl)-2-(2-(1-cyclopropyl-1H-pyrazol-4-yl)tetrahydro-2H-pyran-4-yl)-6,7-dimethyl-pteridine